4-(3-isopropyl-1H-indol-5-yl)-5,6-dihydropyridine-1(2H)-carboxylate C(C)(C)C1=CNC2=CC=C(C=C12)C1=CCN(CC1)C(=O)[O-]